CC1=CC(=O)C(=O)C=C1[O-] The molecule is an organic anion obtained by deprotonation of the hydroxy group of 2-hydroxy-5-methylquinone. It is the major microspecies at pH 7.3 (according to Marvin v 6.2.0.). It is a conjugate base of a 2-hydroxy-5-methylquinone.